C(#N)N=S(=O)(NC(NC1=C2CCCC2=CC=2CCCC12)=O)\C=C\[C@]1(N(CCC1)C1COC1)C (E)-N'-cyano-N-((1,2,3,5,6,7-hexahydro-s-indacen-4-yl)carbamoyl)-2-((S)-2-methyl-1-(oxetan-3-yl)pyrrolidin-2-yl)ethene-1-sulfonimidamide